N-(5-chloro-quinolin-8-yl)-1-isopropyl-1H-imidazole-5-sulfonamide ClC1=C2C=CC=NC2=C(C=C1)NS(=O)(=O)C1=CN=CN1C(C)C